[Na+].[Na+].C(=O)([O-])[C@H](C(C)C)N(CC1=CC=C(C=C1)C1=C(C=CC=C1)C1=NN=NN1)C(CCCC)=O.C(=O)([O-])[C@H](C(C)C)N(C(CCCC)=O)CC1=CC=C(C=C1)C1=C(C=CC=C1)C1=NN=NN1 (S)-N-(1-carboxy-2-methyl-prop-1-yl)-N-pentanoyl-N-[2'-(1H-tetrazol-5-yl)-biphenyl-4-ylmethyl]-amine disodium salt